3-((R)-pyrrol-2-yl)acrylamide 1-(2-methylcyclohexyl)-1,2,3,6-tetrahydropyridin-3-yl-pivalate CC1C(CCCC1)N1CC(C=CC1)CC(C(=O)O)(C)C.N1C(=CC=C1)C=CC(=O)N